7-aza-norbornadiene C12=CC=C(CC1)N2